2,6-ditrimethylsilyl-5-trifluoromethyl-pyrimidine C[Si](C1=NC(=C(C=N1)C(F)(F)F)[Si](C)(C)C)(C)C